N1,N1-dimethyl-N4-(2-(pyridin-3-yl)phenyl)benzene-1,4-disulfonamide CN(S(=O)(=O)C1=CC=C(C=C1)S(=O)(=O)NC1=C(C=CC=C1)C=1C=NC=CC1)C